8-Methyl-1-phenyl-3-(trifluoromethyl)-3H-pyrrolo[1,2-a]indol-3-ol CC=1C=2C=C3N(C2C=CC1)C(C=C3C3=CC=CC=C3)(O)C(F)(F)F